O1CCC(CC1)NC(=O)C=1C=NC=CC1 N-tetrahydropyran-4-yl-pyridin-3-Formamide